C(=O)(O)CCN(CCN)CCO carboxyethyl-N'-hydroxyethylethylenediamine